N1(C=NC=C1)CCOC=1C=NC(=NC1)C1=NC=CC=C1 5-(2-(1H-imidazol-1-yl)ethoxy)-2-(pyridin-2-yl)pyrimidine